C(C)OC(=O)[C@@H]1[C@H](C1)C=1C=NC(=CC1)NC(=O)OC(C)(C)C (1s,2s)-2-(6-tert-butoxycarbonylamino-pyridin-3-yl)-cyclopropanecarboxylic acid ethyl ester